1,3-bis(1-adamantyl)imidazole C12(CC3CC(CC(C1)C3)C2)N2CN(C=C2)C23CC1CC(CC(C2)C1)C3